CC(C(=O)NCCCN(C1=CC=CC=C1)C)=C 2-methyl-N-[3-(methyl-phenyl-amino)-propyl]-acrylamide